COC1=CC=C(C=C1)N(C(=O)Cl)C (4-methoxyphenyl)(methyl)carbamic chloride